(3R,4R)-4-{[5-(2,4-difluoro-phenyl)-isoxazole-3-carbonyl]-amino}-piperidine-1,3-dicarboxylic acid 1-tert-butyl ester C(C)(C)(C)OC(=O)N1C[C@H]([C@@H](CC1)NC(=O)C1=NOC(=C1)C1=C(C=C(C=C1)F)F)C(=O)O